[4-(1H-indol-2-yl)-2,3-dihydro-1H-pyrrolo[2,3-c]pyridin-1-yl](2-Fluorophenyl)methanone N1C(=CC2=CC=CC=C12)C1=C2C(=CN=C1)N(CC2)C(=O)C2=C(C=CC=C2)F